1-[(2R)-2-hydroxypropanoyl]-N-methyl-N-{(1S)-2,2,2-trifluoro-1-[4-({7-[(1S)-1-methoxyethyl]-2-methyl[1,3]thiazolo[5,4-b]pyridin-6-yl}amino)phenyl]ethyl}piperidine-4-carboxamide O[C@@H](C(=O)N1CCC(CC1)C(=O)N([C@H](C(F)(F)F)C1=CC=C(C=C1)NC=1C(=C2C(=NC1)SC(=N2)C)[C@H](C)OC)C)C